O=C([O-])C(O)[C@H](O)[C@@H](O)[C@H](O)[C@H](O)CO.O=C([O-])C(O)[C@H](O)[C@@H](O)[C@H](O)[C@H](O)CO.[Ca+2] Calcium Gluceptate